COC=1C=C2/C(/C(N(C2=CC1)CCCN1CCCC1)=O)=N/OC (Z)-5-methoxy-1-(3-(pyrrolidinyl)propyl)-3-(methoxyimino)indol-2-one